C(C=C)OC(=O)NC1=NN(C=C1C1=C(C=C(OC[C@H](C(=O)OC(C)(C)C)O)C=C1)F)CCCNC(=O)OC(C)(C)C tert-Butyl (R)-3-(4-(3-(((allyloxy)carbonyl)amino)-1-(3-((tert-butoxycarbonyl)-amino)propyl)-1H-pyrazol-4-yl)-3-fluorophenoxy)-2-hydroxypropanoate